(R)-4-(5-(5-(1-(3,5-dichloropyridin-4-yl)ethoxy)-1H-pyrazolo[4,3-b]pyridin-3-yl)pyridin-2-yl)-3,6-dihydro-2H-thiopyran 1,1-dioxide ClC=1C=NC=C(C1[C@@H](C)OC1=CC=C2C(=N1)C(=NN2)C=2C=CC(=NC2)C=2CCS(CC2)(=O)=O)Cl